C(#N)C1=CC=CC=2C=C3C(=NC(S3)C#N)C12 dicyanoindenothiazole